BrC=1C=C2C(=NC1)C(CO2)O 6-bromo-2h,3h-furo[3,2-b]pyridin-3-ol